C1(CC1)C1(OCC=2C=NC(=CC21)C(=O)N[C@@H]2C(N(C=1N(CC2)N=C(C1)C)C)=O)C 1-Cyclopropyl-N-((S)-2,4-dimethyl-5-oxo-5,6,7,8-tetrahydro-4H-pyrazolo[1,5-a][1,3]diazepin-6-yl)-1-methyl-1,3-dihydrofuro[3,4-c]pyridin-6-carboxamid